C1(CC1)CNC (cyclopropylmethyl)(methyl)amine